5-(5-bromo-3-pyridyl)pyrazolidin-1-yl-5-chloro-2,2-dimethyl-pentan-1-one BrC=1C=C(C=NC1)C1CCNN1C(C(CCCCl)(C)C)=O